(E)-6-(4-ethoxyphenyl)-N'-(2-methoxybenzylidene)pyridinecarboxylic acid hydrazide C(C)OC1=CC=C(C=C1)C1=CC=CC(=N1)C(=O)N/N=C/C1=C(C=CC=C1)OC